CC1=C(N(C2=CC=CC=C12)S(=O)(=O)C1=CC=C(C)C=C1)SC 3-methyl-2-(methylthio)-1-tosyl-1H-indole